C(C)(C)N1N=CC(=C1C=1N=C(C=2C(N1)=CN(N2)C)NCC2=CC=C(C=C2)C=2N(C=C(N2)C(F)(F)F)C)C 5-(1-isopropyl-4-methyl-1H-pyrazol-5-yl)-2-methyl-N-(4-(1-methyl-4-(trifluoromethyl)-1H-imidazol-2-yl)benzyl)-2H-pyrazolo[4,3-d]pyrimidin-7-amine